C(C)OC(C[C@H](C(F)(F)F)NC1=C(C=CC=C1)OC)=O (R)-Ethyl-4,4,4-trifluoro-3-((2-methoxyphenyl)amino)butanoate